FC1=C2C(=NC=3N(C2=CC=C1)C(=NN3)C)N3CCCC1=C(C=CC=C31)C#CC3(CCCCC3)O 1-((1-(6-fluoro-1-methyl-[1,2,4]triazolo[4,3-a]quinazolin-5-yl)-1,2,3,4-tetrahydroquinolin-5-yl)ethynyl)cyclohexan-1-ol